2-(4-cyano-2,6-diisopropylphenyl)-N-(2-(2-hydroxypropan-2-yl)-4-methylthiazole-5-sulfonimidoyl)acetamide C(#N)C1=CC(=C(C(=C1)C(C)C)CC(=O)NS(=O)(=N)C1=C(N=C(S1)C(C)(C)O)C)C(C)C